NCC1OCC(CO1)NC(C1=C(C=C(C=C1)NC=1C=2N(C=CN1)C(=CN2)C2=CC=C(C=C2)OC)C)=O N-[2-(Aminomethyl)-1,3-dioxan-5-yl]-4-[[3-(4-methoxyphenyl)imidazo[1,2-a]pyrazin-8-yl]amino]-2-methylbenzamid